2-methyl-oxazolo[4,5-b]Pyridine CC=1OC=2C(=NC=CC2)N1